5-(((S)-1-(((S)-4,4-dimethyl-2-oxo-1-(1-(5-(trifluoromethyl)pyrimidin-2-yl)piperidin-4-yl)pyrrolidin-3-yl)oxy)propan-2-yl)amino)-4-(trifluoromethyl)pyridazin-3(2H)-one CC1([C@@H](C(N(C1)C1CCN(CC1)C1=NC=C(C=N1)C(F)(F)F)=O)OC[C@H](C)NC1=C(C(NN=C1)=O)C(F)(F)F)C